indium (i) chloride [Cl-].[In+]